[S-2].[Zn+2] zinc-sulfide